tert-butyl 4-[1-[4-[[(7R)-8-cyclopentyl-7-ethyl-5-methyl-6-oxo-7H-pteridin-2-yl]amino]-3-methoxy-benzoyl]azetidin-3-yl]piperidine-1-carboxylate C1(CCCC1)N1[C@@H](C(N(C=2C=NC(=NC12)NC1=C(C=C(C(=O)N2CC(C2)C2CCN(CC2)C(=O)OC(C)(C)C)C=C1)OC)C)=O)CC